3-((dimethylsilyl)oxy)-1,1,5,5-tetramethyl-3-phenyltrisiloxane C[SiH](O[Si](O[SiH](C)C)(O[SiH](C)C)C1=CC=CC=C1)C